COC(=O)C1OCC(C(C1O)O)O 3,4,5-trihydroxy-tetrahydropyran-2-carboxylic acid methyl ester